2-[3-(6-methyl-2-pyridyl)-1H-pyrazol-4-yl]-7-(4,5,6,7-tetrahydro-1H-imidazo[4,5-c]pyridin-2-yl)-1,5-naphthyridine CC1=CC=CC(=N1)C1=NNC=C1C1=NC2=CC(=CN=C2C=C1)C=1NC2=C(CNCC2)N1